C(C)(C)(C)OC(=O)N1C[C@@H]([C@@H](CC1)F)O (3S,4R)-4-fluoro-3-hydroxypiperidine-1-carboxylic acid tert-butyl ester